C(#N)C1=CC=C(C=C1)C(C(=O)OCC)C ethyl 2-(4-cyanophenyl)propionate